FC1(CC=2C3=C(C(NC2C(C1)(C)OC)=O)SC(=C3)C=3C=NN(C3)COCC[Si](C)(C)C)F 8,8-difluoro-6-methoxy-6-methyl-2-[1-(2-trimethylsilylethoxymethyl)pyrazol-4-yl]-7,9-dihydro-5H-thieno[2,3-c]quinolin-4-one